C(C)(C)(C)C(O)C=1C(=NC(=CC1N)Cl)Cl tert-butyl-(4-amino-2,6-dichloropyridin-3-yl)methanol